N'-[4-[tert-butyl(dimethyl)silyl]oxy-2-methyl-phenyl]-6-(6-methoxy-4-methyl-3-pyridyl)-4-[[(3S)-tetrahydrofuran-3-yl]amino]pyrrolo[1,2-b]pyridazine-3-carboxamidine [Si](C)(C)(C(C)(C)C)OC1=CC(=C(C=C1)N=C(N)C1=C(C=2N(N=C1)C=C(C2)C=2C=NC(=CC2C)OC)N[C@@H]2COCC2)C